tri-tert-butyl orthoacetate C(C)(OC(C)(C)C)(OC(C)(C)C)OC(C)(C)C